5-(4-oxo-1-(1-oxo-1,3-dihydroisobenzofuran-5-yl)-2-thioxo-1,3-diazaspiro[4.5]decan-3-yl)-3-(trifluoromethyl)pyridinecarbonitrile O=C1N(C(N(C12CCCCC2)C=2C=C1COC(C1=CC2)=O)=S)C=2C=C(C(=NC2)C#N)C(F)(F)F